diethyl-piperazine C(C)N1CCN(CC1)CC